FC=1C=C(C=CC1)[C@@H]([C@@H]1N([C@@H](CC1)CCC)C(=O)OCC1=CC=CC=C1)O benzyl (2R,5R)-2-((S)-(3-fluorophenyl)(hydroxy)methyl)-5-propylpyrrolidine-1-carboxylate